1-(1-Butyl)-2-ethylpyridinium C(CCC)[N+]1=C(C=CC=C1)CC